(S)-1-(tert-butoxycarbonyl)-4-oxopiperidine-2-carboxylic acid C(C)(C)(C)OC(=O)N1[C@@H](CC(CC1)=O)C(=O)O